C(C)C1(OC1)CC Ethylethyloxirane